dimethyl(4-(3-(1-methyl-1H-pyrazol-3-yl)phenyl)-2-morpholino-6-(pyridin-3-ylamino)pyrimidin-6-yl)phosphine oxide CP(C1(C=C(N=C(N1)N1CCOCC1)C1=CC(=CC=C1)C1=NN(C=C1)C)NC=1C=NC=CC1)(C)=O